FC1=CC(=C(C=C1)[N+](=O)[O-])OCCOC 4-Fluoro-2-(2-methoxyethoxy)-1-nitrobenzene